5-[[2-[(2S,5R)-2-(4-chlorophenyl)-5-methyl-1-piperidyl]-2-oxo-acetyl]amino]pyridine-3-carboxamide ClC1=CC=C(C=C1)[C@H]1N(C[C@@H](CC1)C)C(C(=O)NC=1C=C(C=NC1)C(=O)N)=O